O1C(=NC2=C1C=CC=C2)NC2=NC1=C(N2C)C=CC(=C1)C(=O)NOCCOC 2-(benzo[d]oxazol-2-yl-amino)-N-(2-methoxy-ethoxy)-1-methyl-1H-benzo[d]imidazole-5-carboxamide